(2R)-1-[2-[4-(difluoromethoxy)benzenesulfonyl]-4H,6H-pyrrolo[3,4-c]pyrazol-5-yl]-2-(2-fluorophenyl)-2-hydroxyethanone FC(OC1=CC=C(C=C1)S(=O)(=O)N1N=C2C(=C1)CN(C2)C([C@H](O)C2=C(C=CC=C2)F)=O)F